C(C)(C)(C)OC(=O)N1CCN(CC1)CC1=C(C(=C(C=C1)C)F)OS(=O)(=O)C(F)(F)F 4-(3-fluoro-4-methyl-2-(((trifluoromethyl)sulfonyl)oxy)benzyl)piperazine-1-carboxylic acid tert-butyl ester